O1C=NC=C1C1=CC=C(C=N1)C(=O)OC methyl 6-oxazol-5-ylpyridine-3-carboxylate